3-(2-(4-(5-(difluoromethyl)-1,3,4-oxadiazol-2-yl)benzyl)-2H-tetrazol-5-yl)-N-ethylbenzamide FC(C1=NN=C(O1)C1=CC=C(CN2N=C(N=N2)C=2C=C(C(=O)NCC)C=CC2)C=C1)F